FC(OC=1C=C(C=C(C1)F)NC(=O)C1=CSC=2CN(CCC21)CC=2C=NC=NC2)F N-(3-(Difluoromethoxy)-5-Fluorophenyl)-6-(Pyrimidin-5-Ylmethyl)-4,5,6,7-Tetrahydrothieno[2,3-c]Pyridin-3-Carboxamid